6,7-dichloro-4-hydroxy-1-(2-isopropyl-4-methylpyridin-3-yl)-2-oxo-1,2-dihydro-1,8-naphthyridine ClC=1C=C2C(=CC(N(C2=NC1Cl)C=1C(=NC=CC1C)C(C)C)=O)O